FC1=CC=C(C=C1)N1N=C(C=C1S(=O)(=O)C)C(=O)NC=1C=CC(=C(C1)NC=1C=CC=2N(N1)C=C(N2)NC(OCC)=O)C ethyl (6-((5-(1-(4-fluorophenyl)-5-(methylsulfonyl)-1H-pyrazole-3-carboxamido)-2-methylphenyl)amino)imidazo[1,2-b]pyridazin-2-yl)carbamate